tris(trifluoromethyl)-[1,1':4',1''-terphenyl] FC(F)(F)C1=C(C(=C(C=C1)C1=CC=C(C=C1)C1=CC=CC=C1)C(F)(F)F)C(F)(F)F